The molecule is a glycosyloxyisoflavone that is genistein attached to a alpha-L-6-deoxy-talopyranosyl residue at position 7 via a glycosidic linkage. Isolated from Kitasatospora kifunensis, it exhibits antifungal activity. It has a role as a metabolite, an antifungal agent, an anti-inflammatory agent and a NF-kappaB inhibitor. It is a glycosyloxyisoflavone, a hydroxyisoflavone and a monosaccharide derivative. It derives from a genistein. C[C@H]1[C@H]([C@H]([C@H]([C@@H](O1)OC2=CC(=C3C(=C2)OC=C(C3=O)C4=CC=C(C=C4)O)O)O)O)O